ethyl (R)-5-(4-chloro-3-cyanobenzoyl)-6-methyl-4,5,6,7-tetrahydro-2H-pyrazolo[4,3-c]pyridine-3-carboxylate ClC1=C(C=C(C(=O)N2CC=3C(C[C@H]2C)=NNC3C(=O)OCC)C=C1)C#N